(S)-N-(5-(2-(2-aminopyridin-3-yl)-7-bromo-5-(1H-pyrazol-1-yl)-3H-imidazo[4,5-b]pyridin-3-yl)-2,3-dihydro-1H-inden-1-yl)-6-(difluoromethyl)nicotinamide NC1=NC=CC=C1C1=NC=2C(=NC(=CC2Br)N2N=CC=C2)N1C=1C=C2CC[C@@H](C2=CC1)NC(C1=CN=C(C=C1)C(F)F)=O